C[C@H]1CC[C@@H](N(C1)C(=O)OC(C)(C)C)C=1SC(=CC1)C(NC)=O tert-butyl (2R,5S)-5-methyl-2-[5-(methylcarbamoyl)-2-thienyl]piperidine-1-carboxylate